C(C)(C)S(=O)(=O)C=1N=CC2=C(N1)CCN(C2=O)CCC(=O)OC(C)(C)C tert-butyl 3-(2-isopropylsulfonyl-5-oxo-7,8-dihydropyrido[4,3-d]pyrimidin-6(5H)-yl)propanoate